ClC1=CC(=C(COC2=CC=CC(=N2)C2CCN(CC2)CC2=NC3=C(N2CCN2CCC(CC2)OC)C=C(C=C3)C(=O)O)C=C1)F 2-[(4-{6-[(4-chloro-2-fluorobenzyl)oxy]pyridin-2-yl}piperidin-1-yl)methyl]-1-[2-(4-methoxypiperidin-1-yl)ethyl]-1H-benzimidazole-6-carboxylic acid